(±)-4-(5-cyclobutyl-3-(2-((2R)-2-hydroxy-7-azabicyclo[2.2.1]heptan-7-yl)acetyl)-2-methyl-1H-pyrrol-1-yl)benzonitrile C1(CCC1)C1=CC(=C(N1C1=CC=C(C#N)C=C1)C)C(CN1C2[C@@H](CC1CC2)O)=O